CN1N=CC(=C1C1=CC=CC=C1)C1=NC=CC2=C1CNC2=O 4-(1-methyl-5-phenyl-1H-pyrazol-4-yl)-2,3-dihydro-1H-pyrrolo[3,4-c]pyridin-1-one